F[C@H]1CN(CC[C@H]1NC=1C=2N(C=CC1)C(=C(N2)C#CCNC2=NC(NC=C2)=O)SC(F)(F)F)C 4-((3-(8-(((3S,4R)-3-fluoro-1-methylpiperidin-4-yl)amino)-3-((trifluoromethyl)thio)imidazo[1,2-a]pyridin-2-yl)prop-2-yn-1-yl)amino)pyrimidin-2(1H)-one